(R)-4-(3-(3-aminopiperidine-1-carbonyl)-1-(4-(trifluoromethyl)phenyl)-1H-pyrazol-5-yl)benzonitrile N[C@H]1CN(CCC1)C(=O)C1=NN(C(=C1)C1=CC=C(C#N)C=C1)C1=CC=C(C=C1)C(F)(F)F